C(C)(=O)O[C@H](C(=O)O[C@H](CC1=C(C=C(C=C1)C(F)(F)F)Br)C1=CC(=C(C=C1)C#N)OCC=1C=NC=CC1)C1=CC=CC=C1 (R)-2-(2-Bromo-4-(trifluoromethyl)phenyl)-1-(4-cyano-3-(pyridin-3-ylmethoxy)phenyl)ethyl (S)-2-acetoxy-2-phenylacetate